isopentenyl-oxazolidinone C(CC(=C)C)N1C(OCC1)=O